CC1(NC(CNC1)C=1C=NNC1)C 2,2-dimethyl-6-(1H-pyrazol-4-yl)piperazine